8-chloro-N2-(4-((cyclopropylsulfonyl)methyl)phenyl)-6-fluoro-7-(8-methyl-2,3-dihydro-1H-pyrido[2,3-b][1,4]oxazin-7-yl)quinazoline-2,5-diamine ClC1=C(C(=C(C=2C=NC(=NC12)NC1=CC=C(C=C1)CS(=O)(=O)C1CC1)N)F)C1=C(C2=C(OCCN2)N=C1)C